4-(1-(difluoromethyl)-1H-pyrazol-4-yl)-7-isopropyl-11-oxo-2,6,7,11-tetrahydro-1H-furo[2,3-H]pyrido[2,1-a]phthalazine-10-carboxylic acid FC(N1N=CC(=C1)C1=CC=2CN(N3C(C2C2=C1OCC2)=CC(C(=C3)C(=O)O)=O)C(C)C)F